2-(2-hydroxy-5-methylphenyl)-2-methylpropanoic acid OC1=C(C=C(C=C1)C)C(C(=O)O)(C)C